C1(CC(C(CC1)C(C)C)CC(C)=O)C menthyl-aceton